BrC1=CC=C(C(=N1)NC(=O)[C@H]1N([C@@H]2C[C@@]2(C1)C)C(CN1N=C(C2=CC(=CC=C12)C=1C=NC(=NC1)C)C(=O)NC(C)C#C)=O)C 1-(2-((1R,3S,5R)-3-((6-bromo-3-methylpyridin-2-yl)carbamoyl)-5-methyl-2-azabicyclo[3.1.0]hexan-2-yl)-2-oxoethyl)-N-(but-3-yn-2-yl)-5-(2-methylpyrimidin-5-yl)-1H-indazole-3-carboxamide